(S)-6-(1-amino-1,3-dihydrospiro[indene-2,4'-piperidin]-1'-yl)-3-(1-(4-hydroxyphenyl)cyclopropyl)-1,5-dihydro-4H-pyrazolo[3,4-d]pyrimidin-4-one N[C@@H]1C2=CC=CC=C2CC12CCN(CC2)C=2NC(C1=C(N2)NN=C1C1(CC1)C1=CC=C(C=C1)O)=O